NN[C@@H](C)C(=O)OC methyl amino-L-alaninate